4H-Naphtho[1,2,3,4-def]carbazole-d10 C1(=C(C(=C2N(C3=C(C(=C(C4=C3C2=C1C=1C=C(C(=C(C14)[2H])[2H])[2H])[2H])[2H])[2H])[2H])[2H])[2H])[2H]